COC=1N=C2C(=CC=NC2=CC1OC)OC1=C(C=C(C=C1)NC(=O)C1=CN(C=C(C1=O)C1=CC=C(C=C1)F)CC(F)(F)F)F N-[4-[(6,7-dimethoxy-1,5-naphthyridin-4-yl)oxy]-3-fluorophenyl]-5-(4-fluorophenyl)-4-oxo-1-(2,2,2-trifluoroethyl)pyridine-3-carboxamide